1-(tert-butyl) 4-methyl 4-allylpiperidine-1,4-dicarboxylate C(C=C)C1(CCN(CC1)C(=O)OC(C)(C)C)C(=O)OC